[O-]S(=O)(=O)C(F)(F)F.C(CCCCCCCCCCCCCCC)(=O)OCC(COC(CCCCCCCCCCCCCCC)=O)OC(CCCCCCCCCCCCCCCC(=O)OC(C(=O)OC1CC2CCC(C1)[N+]21CCCC1)(C1=CC=CC=C1)C1=CC=CC=C1)=O 3-(2-((17-((1,3-bis(palmitoyloxy)propan-2-yl)oxy)-17-oxoheptadecanoyl)oxy)-2,2-diphenylacetoxy)spiro[bicyclo[3.2.1]octane-8,1'-pyrrolidin]-1'-ium triflate